BrCC=1OC2=C(C1)C=C(C=C2I)CO (2-(bromomethyl)-7-iodobenzofuran-5-yl)methanol